[N+](=O)([O-])CCSC[C@H](N)C(=O)O S-(2-nitroethyl)-L-cysteine